BrC1=CC=C(C=C1)N1N=C(C(=C1)[C@@H]1O[C@H](C(N1CCC1=CC=C(C=C1)CNS(=O)=O)=O)C)C1=CC=C(C=C1)F N-(4-(2-((2S,5S)-2-(1-(4-bromophenyl)-3-(4-fluorophenyl)-1H-pyrazol-4-yl)-5-methyl-4-oxooxazolidin-3-yl)ethyl)phenyl)methylsulfonamide